1,4-diCyanopentane C(#N)CCCC(C)C#N